C(N)(=O)[C@H]1C[C@@H](CN1)N1CC(C1)OC1=C(C=2O[B-]([C@H]3C[C@H]3C2C=C1)(O)O)C(=O)[O-] (2R,4S)-9-{1-[(3S,5R)-5-carbamoylpyrrolidin-3-yl]azetidin-3-yl}oxy-5,5-dihydroxy-6-oxa-5-boranuidatricyclo[5.4.0.02,4]undeca-1(7),8,10-triene-8-carboxylate